CC1(CN=C(S1)N1CCN(CC1)C=1C2=C(N=CN1)SC(=C2)CC(F)(F)F)C 4-(4-(5,5-dimethyl-4,5-dihydrothiazol-2-yl)piperazin-1-yl)-6-(2,2,2-trifluoroethyl)thieno[2,3-d]pyrimidine